C(#N)NC1CC(C1)C(=O)NC1=NC=CC(=C1)C(F)(F)F (1r,3r)-3-(cyanoamino)-N-[4-(trifluoromethyl)pyridin-2-yl]cyclobutane-1-carboxamide